(R)-N-((R)-1-(6-cyclopropyl-8-(3-methyl-2,4-dioxoimidazolidin-1-yl)imidazo[1,2-a]pyridin-2-yl)ethyl)-2-methylpropane-2-sulfinamide C1(CC1)C=1C=C(C=2N(C1)C=C(N2)[C@@H](C)N[S@](=O)C(C)(C)C)N2C(N(C(C2)=O)C)=O